CC1OC2(CN1)CCN(CC2)C(=O)N methyl-1-oxa-3,8-diazaspiro[4.5]decane-8-carboxamide